ClC1=CC2=C(N=C(NS2(=O)=O)C)C=C1 7-chloro-3-methyl-2H-1,2,4-benzothiadiazine dioxide